C(C)(C)(C)N1N=CC(=C1)NC1=NC=C(C(=N1)NCCOCCO)C(=O)N 2-((1-tert-butyl-1H-pyrazol-4-yl)amino)-4-((2-(2-hydroxyethoxy)ethyl)amino)pyrimidine-5-carboxamide